1-(cis-4-Aminocyclohexyl)-3-(3-chloro-1H-pyrrolo[2,3-b]pyridin-2-yl)-1H-pyrazolo[3,4-d]pyrimidin-4-amine dihydrochloride Cl.Cl.N[C@H]1CC[C@H](CC1)N1N=C(C=2C1=NC=NC2N)C2=C(C=1C(=NC=CC1)N2)Cl